(R)-N-(5-((6-(3-(3,5-difluorophenyl)isoxazolidin-2-yl)pyrimidin-4-yl)amino)-4-methoxy-2-Thiomorpholinophenyl)acrylamide FC=1C=C(C=C(C1)F)[C@@H]1N(OCC1)C1=CC(=NC=N1)NC=1C(=CC(=C(C1)NC(C=C)=O)N1CCSCC1)OC